C12(CC3(CC(CC(C1)C3)(C2)C(=O)Cl)C(=O)Cl)C(=O)Cl tricyclo[3.3.1.13,7]decane-1,3,5-tricarbonyl trichloride